C(C)(C)(C)OC(=O)N1CCC(CC1)C1=NC=NC2=CC(=CC=C12)N1CCN(CC1)C(=O)OCC1=CC=CC=C1 benzyl 4-(4-(1-(tert-butoxycarbonyl)piperidin-4-yl)quinazolin-7-yl)piperazine-1-carboxylate